2,2,2-Trifluoroethyl 3-(5-isopropyl-3-phenyl-1H-indazol-1-yl)-2,2-dimethylpropanoate C(C)(C)C=1C=C2C(=NN(C2=CC1)CC(C(=O)OCC(F)(F)F)(C)C)C1=CC=CC=C1